3-(2-chloroquinazolin-4-yl)-11-phenyl-11H-benzo[a]Carbazole ClC1=NC2=CC=CC=C2C(=N1)C1=CC=2C(=C3N(C4=CC=CC=C4C3=CC2)C2=CC=CC=C2)C=C1